N-(2-(dimethylamino)ethyl)-6-((4-((2-ethyl-4-(6-methylpyridin-2-yl)thiazol-5-yl)oxy)pyridine-2-yl)amino)nicotinamide CN(CCNC(C1=CN=C(C=C1)NC1=NC=CC(=C1)OC1=C(N=C(S1)CC)C1=NC(=CC=C1)C)=O)C